(S)-2-((R)-2-(t-butoxycarbonyl)-2-azaspiro[4.4]non-1-yl)-2-(4-chlorophenyl)acetic acid C(C)(C)(C)OC(=O)N1[C@@H](C2(CC1)CCCC2)[C@@H](C(=O)O)C2=CC=C(C=C2)Cl